2-((4-((2-((4-Chloro-2-fluorophenoxy)methyl)pyridin-4-yl)oxy)piperidin-1-yl)methyl)-1-((1-methoxycyclopropyl)methyl)-1H-benzo[d]imidazole-6-carboxylic acid ClC1=CC(=C(OCC2=NC=CC(=C2)OC2CCN(CC2)CC2=NC3=C(N2CC2(CC2)OC)C=C(C=C3)C(=O)O)C=C1)F